1-Isopropyl-N'-((3-methyl-1,2,3,5,6,7-hexahydrodicyclopenta[b,e]pyridin-8-yl)carbamoyl)-1H-imidazole-4-sulfonimidamide C(C)(C)N1C=NC(=C1)S(=O)(N)=NC(NC1=C2C(=NC3=C1CCC3)C(CC2)C)=O